C(C1=CC=CC=C1)OC(=O)N(CC(=O)OCOP(=O)(OC(C)(C)C)OC(C)(C)C)C ((di-tert-butoxyphosphoryl)oxy)methyl N-((benzyloxy)carbonyl)-N-methylglycinate